3,3'-dimethoxybenzidine (difluoromethyl)-3-(1-methyl-1,2,3,6-tetrahydropyridin-4-yl)thiophene-2-carboxylate FC(F)OC(=O)C=1SC=CC1C=1CCN(CC1)C.COC=1C=C(C=CC1N)C1=CC(=C(N)C=C1)OC